5-(2-chloro-4-fluorobenzyl)-2-methyl-4-(spiro[2.5]octane-6-ylmethyl)-2,4-dihydro-3H-1,2,4-triazol-3-one ClC1=C(CC=2N(C(N(N2)C)=O)CC2CCC3(CC3)CC2)C=CC(=C1)F